O=C1C2=C(N=C(N1)[C@@H]1[C@H](CC1)N1C(COCC1)=O)N(N=C2C#N)[C@@H](C)C=2C=NC(=CC2)C(F)(F)F 4-Oxo-6-((1S,2S)-2-(3-oxomorpholino)cyclobutyl)-1-((S)-1-(6-(trifluoromethyl)pyridin-3-yl)ethyl)-4,5-dihydro-1H-pyrazolo[3,4-d]pyrimidin-3-carbonitril